C(C=C)N1C(C2=C(C(C1=O)=C(C(=C2I)CC=C)I)I)=O Diallyl-2,4,6-triiodoisophthalimide